NC=1C=2N(C3=CC(=CC=C3N1)C(=O)N([C@@H]1CO[C@@H](C3=C1C=NC(=C3)C(F)(F)F)C)C)C=NC2 4-amino-N-methyl-N-((1R,4S)-1-methyl-7-(trifluoromethyl)-3,4-dihydro-1H-pyrano[4,3-c]pyridin-4-yl)imidazo[1,5-a]quinoxaline-8-carboxamide